(±)-ethyl (1S,2R,5R)-2-((4-nitrobenzoyl)oxy)bicyclo[3.1.0]hexane-6-carboxylate [N+](=O)([O-])C1=CC=C(C(=O)O[C@H]2[C@@H]3[C@@H]([C@@H]3CC2)C(=O)OCC)C=C1 |&1:12|